5-bromo-N-ethyl-N-(2-(1-ethyl-1H-indol-3-yl)ethyl)pyrimidin-2-amine BrC=1C=NC(=NC1)N(CCC1=CN(C2=CC=CC=C12)CC)CC